bis-indolyl-maleimide N1C(=CC2=CC=CC=C12)C1=C(C(=O)NC1=O)C=1NC2=CC=CC=C2C1